5-[[6-[3-(Difluoromethoxy)-4-fluoro-phenyl]pyrazin-2-yl]methyl]-7-oxa-5-azaspiro[2.4]heptan-6-one FC(OC=1C=C(C=CC1F)C1=CN=CC(=N1)CN1CC2(CC2)OC1=O)F